S1C(SCC1)=S 1,3-dithiolane-2-thione